CC1(N=C(OC1)C=1C=C(C=CC1)C=1C=C(C=C(C1)C1=CC(=CC=C1)C=1OCC(N1)(C)C)C1=CC=C(C=C1)C1=CC=CC=C1)C 3,5-bis(3-(4,4-dimethyloxazolin-2-yl)phenyl)-1,1':4',1''-terphenyl